C(C1=CC=C(C=C1)N=C=O)C1=CC=C(C=C1)N=C=O 4,4'-Methylendiphenylisocyanate